ClC1=CC(=NC=N1)N1CCN(CC1)C1=C(C=C(C=N1)N1C(O[C@H](C1)CNC(C)=O)=O)F (S)-N-((3-(6-(4-(6-chloropyrimidin-4-yl)piperazin-1-yl)-5-fluoropyridin-3-yl)-2-oxazolidinone-5-yl)methyl)acetamide